[Br-].OCC[N+](CC1=CC=CC=C1)(C)CCO N,N-bis(2-hydroxyethyl)-N-methyl-benzenemethanaminium bromide